(2S)-[4-(carboxymethyl)thiazol-2-ylthio]-N-{[4-(3,4-dichlorobenzyl)morpholin-2-yl]methyl}acetamide hydrobromide Br.C(=O)(O)CC=1N=C(SC1)SCC(=O)NC[C@H]1CN(CCO1)CC1=CC(=C(C=C1)Cl)Cl